CO[C@@H](CN(CC[C@@H](C(=O)O)NC=1C=2C(N=CN1)=CN(N2)C)CCCCC2=NC=1NCCCC1C=C2)C (S)-4-(((R)-2-methoxypropyl)(4-(5,6,7,8-tetrahydro-1,8-naphthyridin-2-yl)butyl)amino)-2-((2-methyl-2H-pyrazolo[4,3-d]pyrimidin-7-yl)amino)butanoic acid